FC=1C=C(C=C(C1F)OCOC)N1N=CC2=CC(=CC=C12)O 1-(3,4-difluoro-5-(methoxymethoxy)phenyl)-1H-indazol-5-ol